C(=O)O.ClC=1C=C2CCCN(C2=C(C1)C1=C2C(=NC=C1)C=C(S2)CN2C(CCC2=O)=O)[C@@H]2CN(C1(CCC1)C2)CCO (S)-1-((7-(6-chloro-1-(5-(2-hydroxyethyl)-5-azaspiro[3.4]octan-7-yl)-1,2,3,4-tetrahydroquinolin-8-yl)thieno[3,2-b]pyridin-2-yl)methyl)pyrrolidine-2,5-dione, formic acid salt